ClC1=C(C#N)C=CC(=C1)N1[C@H](CN([C@@H](C1)C)C(=O)C=1C=NC(=NC1)Cl)C 2-Chloro-4-((2S,5R)-4-(2-chloropyrimidine-5-carbonyl)-2,5-dimethylpiperazin-1-yl)benzonitrile